ClC=1C=C(C=C(C1)Cl)C=1OC2=C(N1)C=CC(=C2)C(=O)O 2-(3,5-dichlorophenyl)benzo[d]oxazole-6-carboxylic acid